C(C)(C)(C)OC(NC12COC(CC1)(CC2)C=2SC(=NN2)C=2C=NC(=CC2NC(C)C)Cl)=O (1-(5-(6-chloro-4-(isopropylamino)pyridin-3-yl)-1,3,4-thiadiazol-2-yl)-2-oxabicyclo[2.2.2]oct-4-yl)carbamic acid tert-butyl ester